(S)-6-fluoro-1'-(5-(imidazo[1,2-a]pyridin-8-ylthio)-1H-imidazo[4,5-b]pyrazin-2-yl)-1,3-dihydrospiro[indene-2,4'-piperidin]-1-amine FC1=CC=C2CC3(CCN(CC3)C3=NC=4C(=NC=C(N4)SC=4C=5N(C=CC4)C=CN5)N3)[C@@H](C2=C1)N